FC1=C(C=CC(=C1F)F)[N+](=O)[O-] 2,3,4-trifluoro-nitrobenzene